[C@@H]1([C@H](CCCC1)O)O cis-cyclohexane-1,2-diol